p-methylsulfonyl-phenylserine ethyl ester C(C)OC([C@@H](NC1=CC=C(C=C1)S(=O)(=O)C)CO)=O